C(=O)(O)C1CC2=CC(=CC=C2CC1)OC1=C(C=CC=C1)C1=C(C(=C(C=C1)F)F)F 2-carboxy-7-((2',3',4'-trifluoro-[1,1'-biphenyl]-2-yl)oxy)-1,2,3,4-tetrahydronaphthalene